C(C#CC)OC=1C(=C(C=NC1)CC1=C(C(=NC=C1)N)F)C 4-[(5-but-2-ynoxy-4-methyl-3-pyridyl)methyl]-3-fluoro-pyridin-2-amine